C12OCC(C1)(C2)C2=NC(=CC(=N2)NC2=C(C=NC(=C2)NC(C)=O)C2=NC=C(C=C2)COC(F)F)C N-(4'-((2-(2-oxabicyclo[2.1.1]hexan-4-yl)-6-methylpyrimidin-4-yl)amino)-5-((difluoromethoxy)methyl)-[2,3'-bipyridin]-6'-yl)acetamide